6-methyl-5-(trifluoromethyl)picolinonitrile CC1=C(C=CC(=N1)C#N)C(F)(F)F